1-(6-(4-ethoxy-2-(4-(4-methylpiperazin-1-yl)phenyl)-1H-pyrrolo[2,3-b]pyridin-3-yl)indolin-1-yl)prop-2-en-1-one C(C)OC1=C2C(=NC=C1)NC(=C2C2=CC=C1CCN(C1=C2)C(C=C)=O)C2=CC=C(C=C2)N2CCN(CC2)C